Methyl 2-(1-((6-(3-bromo-2-chlorophenyl)-2-methoxypyridin-3-yl)methyl)piperidin-4-yl)acetate BrC=1C(=C(C=CC1)C1=CC=C(C(=N1)OC)CN1CCC(CC1)CC(=O)OC)Cl